2-(((2-(4-(2-hydroxyethyl)piperazin-1-yl)ethyl)amino)methylene)-5-(1H-pyrrolo[2,3-b]pyridin-3-yl)cyclohexane-1,3-dione OCCN1CCN(CC1)CCNC=C1C(CC(CC1=O)C1=CNC2=NC=CC=C21)=O